(R)-2-(5-fluoro-2-methoxypyridin-4-yl)-1-((S)-7'-(methyl-d3)-6'-(pyrimidin-2-yl)-3',4'-dihydro-1'H-spiro[pyrrolidine-3,2'-[1,8]naphthyridine]-1-yl)propan-1-one FC=1C(=CC(=NC1)OC)[C@H](C(=O)N1C[C@@]2(NC3=NC(=C(C=C3CC2)C2=NC=CC=N2)C([2H])([2H])[2H])CC1)C